CC1=NOC(=C1C=1C=C(C(=CC1)N[C@@H]1CN(CC1)C)N)C (S)-4-(3,5-dimethylisoxazol-4-yl)-N1-(1-methylpyrrolidin-3-yl)benzene-1,2-diamine